C(C)(C)(C)OC(=O)C1=NC=C(N=C1C=C)C1=C(C(=CC=C1C(F)F)Cl)F (3-chloro-6-(difluoromethyl)-2-fluorophenyl)-3-vinyl-pyrazine-2-carboxylic acid tert-butyl ester